1-octadecanoyl-2-docosanoyl-glycero-3-phospho-(1'-sn-glycerol) CCCCCCCCCCCCCCCCCCCCCC(=O)O[C@H](COC(=O)CCCCCCCCCCCCCCCCC)COP(=O)(O)OC[C@H](CO)O